BrC=1C=C(OC(C1)=O)C(=O)O 4-bromo-6-oxopyran-2-carboxylic acid